ClC1=CC=C(N=N1)OC1=CC2=C(CN(C(O2)=O)CC=2C(=C(C=CC2)NC(OC(C)(C)C)=O)F)C=C1 tert-butyl N-[3-({7-[(6-chloropyridazin-3-yl)oxy]-2-oxo-3,4-dihydro-2H-1,3-benzoxazin-3-yl}methyl)-2-fluorophenyl]carbamate